ethyl 7-methyl-6-(4-pyrazol-1-yl-benzyl)-1H-benzimidazole-4-carboxylate CC1=C(C=C(C2=C1NC=N2)C(=O)OCC)CC2=CC=C(C=C2)N2N=CC=C2